N1=C(C=CC=C1)CNCCN(C)C 1-(2-pyridyl)-5-methyl-2,5-diazahexane